Cl.NN1C(CCC1)=O 1-aminopyrrolidin-2-one HCl salt